chloro[(R,R)-N-[2-(3-phenylpropyl)amino-1,2-diphenylethyl]-p-toluenesulfonamide] ruthenium (II) [Ru+2].ClCC1=CC=C(C=C1)S(=O)(=O)N[C@@H]([C@@H](C1=CC=CC=C1)NCCCC1=CC=CC=C1)C1=CC=CC=C1